tert-butyl 4-(6-(6-methoxy-5-(phenylsulfonamido)pyridin-3-yl)quinazolin-4-yl)piperazine-1-carboxylate COC1=C(C=C(C=N1)C=1C=C2C(=NC=NC2=CC1)N1CCN(CC1)C(=O)OC(C)(C)C)NS(=O)(=O)C1=CC=CC=C1